COC1=CC2=C(N(C=N2)C2=CC=C(CNS(=O)(=O)N)C=C2)C=C1 N-(4-(5-methoxy-1H-benzo[d]imidazol-1-yl)benzyl)sulfamide